di(isopropylcumyl) peroxide C(C)(C)CC(C)(C1=CC=CC=C1)OOC(CC(C)C)(C)C1=CC=CC=C1